tert-butyl 2-[(3S)-3-[1-(2,6-dibenzyloxy-3-pyridyl)-3-methyl-2-oxo-benzimidazol-5-yl]-1-piperidyl]acetate C(C1=CC=CC=C1)OC1=NC(=CC=C1N1C(N(C2=C1C=CC(=C2)[C@H]2CN(CCC2)CC(=O)OC(C)(C)C)C)=O)OCC2=CC=CC=C2